tert-Butyl ((7-((diphenyl methylene)amino)-2-methyl benzofuran-3-yl)methyl)(methyl)carbamate C1(=CC=CC=C1)C(C1=CC=CC=C1)=NC1=CC=CC=2C(=C(OC21)C)CN(C(OC(C)(C)C)=O)C